(1r,3r)-3-aminocyclobutanol C1C(CC1O)N